methyl 2'-fluoro-2-hydroxy-4'-(methylsulfonyl)-[1,1'-biphenyl]-4-carboxylate FC1=C(C=CC(=C1)S(=O)(=O)C)C1=C(C=C(C=C1)C(=O)OC)O